N-(4-((3-((4,4-difluorobutan-2-yl)amino)-1H-pyrazolo[3,4-b]pyridin-4-yl)oxy)-3-fluorophenyl)-5-(4-fluorophenyl)-1-methyl-4-oxo-1,4-dihydropyridine-3-carboxamide FC(CC(C)NC1=NNC2=NC=CC(=C21)OC2=C(C=C(C=C2)NC(=O)C2=CN(C=C(C2=O)C2=CC=C(C=C2)F)C)F)F